O-2-methylthymine CC1=CN=C(NC1=O)OC